tert-butyl 4-(5-(1,1-difluoroethyl) pyridin-2-yl)-3-methylpiperidine-1-carboxylate FC(C)(F)C=1C=CC(=NC1)C1C(CN(CC1)C(=O)OC(C)(C)C)C